FC=1C=NN2C1N=CC1=C2C(CN1)(C(F)(F)F)C 3-fluoro-8-methyl-8-(trifluoromethyl)-7,8-dihydro-6H-pyrazolo[1,5-a]pyrrolo[2,3-e]pyrimidine